2-(3-cyanophenyl)-3-(2-ethyl-5-methyl-pyrazol-3-yl)-N-(2-hydroxy-2-methyl-propyl)pyrazolo[1,5-a]pyrimidine-5-carboxamide C(#N)C=1C=C(C=CC1)C1=NN2C(N=C(C=C2)C(=O)NCC(C)(C)O)=C1C=1N(N=C(C1)C)CC